BrC=1C=C(C=CC1)OC 3-bromoanisole